ClC1=NC(=CC=C1C(=O)NS(=O)(=O)C1=CC=C(OCCCC2CC(N(C2)C(=O)OC(C)(C)C)(C)C)C=C1)N1N=C(C=C1)OCCC1(CC1)C(F)(F)F tert-Butyl 4-[3-[4-[[2-chloro-6-[3-[2-[1-(trifluoromethyl)cyclopropyl] ethoxy]pyrazol-1-yl]pyridine-3-carbonyl] sulfamoyl]phenoxy]propyl]-2,2-dimethyl-pyrrolidine-1-carboxylate